FC=1C=C(C=C(C1C1(CCCCC1)C)F)O 3,5-difluoro-4-(1-methylcyclohexyl)phenol